N1=C(C=CC=C1)CNC1=CC=NC=C1 4-[(PYRIDIN-2-YLMETHYL)AMINO]PYRIDIN